γ-aminopropyldimethylethoxysilane NCCC[Si](OCC)(C)C